C1(=CC=CC=C1)N1N=C(CC1)C1=CC=CC=C1 1,3-diphenyl-2-pyrazoline